N-[(1R)-1-[4-Chloro-3-(1-methylpyrazol-4-yl)phenyl]ethyl]-2-methyl-5-(4-methylpiperazin-1-yl)benzamide ClC1=C(C=C(C=C1)[C@@H](C)NC(C1=C(C=CC(=C1)N1CCN(CC1)C)C)=O)C=1C=NN(C1)C